O=C(/C=C/C(=O)OC)NCC1CN(C=2N(C1)N=CC2)C2=CC=C(C=C2)C(F)(F)F methyl (E)-4-oxo-4-(((4-(4-(trifluoromethyl)phenyl)-4,5,6,7-tetrahydropyrazolo[1,5-a]pyrimidin-6-yl)methyl)amino)but-2-enoate